C(CC)(=S)OCCCCCCCCCCCC dodecyl thiopropionate